N-(5-((3-(2-((6-chloropyridin-2-yl)oxy)ethoxy)-5-methoxypyridin-2-yl)ethynyl)-8-(methylamino)-2,7-naphthyridin-3-yl)cyclopropanecarboxamide ClC1=CC=CC(=N1)OCCOC=1C(=NC=C(C1)OC)C#CC1=C2C=C(N=CC2=C(N=C1)NC)NC(=O)C1CC1